OC=1C(=NC=CC1NC1=C(C(C1=O)=O)NC(C1=NC=CC=C1C)C1(C2CC2CC1)C)C(=O)N(C)C 3-hydroxy-N,N-dimethyl-4-((2-(((2-methylbicyclo[3.1.0]hexane-2-yl)(3-methylpyridin-2-yl)methyl)amino)-3,4-dioxocyclobut-1-en-1-yl)amino)picolinamide